CC1=C(NC=2N=C(N=C(C21)C)NC2=NC=C(C=C2)N2CCN(CC2)C2CCN(CC2)CCC2=CC=C(C=C2)C2(C(NC(CC2)=O)=O)C)C(=O)N dimethyl-2-((5-(4-(1-(4-(3-methyl-2,6-dioxo-piperidin-3-yl)-phenethyl)piperidin-4-yl)piperazin-1-yl)pyridin-2-yl)amino)-7H-pyrrolo[2,3-d]-pyrimidine-6-carboxamide